C(C)NC1=CC2=C(C(N(CC23CC3)CC(=O)OCC)=O)S1 ethyl 2-[2-(ethylamino)-7-oxo-spiro[5H-thieno[2,3-c]pyridine-4,1'-cyclopropane]-6-yl]acetate